NCCCCS(=O)(=O)O 4-aminobutane-1-sulfonic acid